C1(CCC1)N1CCC(CC1)OC1=C(C#N)C=C(C=C1C)C1=NNC2=CC=C(C=C12)O[C@H](C)C1=C(N=NC=C1C)C (R)-2-((1-cyclobutyl-piperidin-4-yl)oxy)-5-(5-(1-(3,5-dimethyl-pyridazin-4-yl)ethoxy)-1H-indazol-3-yl)-3-methyl-benzonitrile